2,3-dichloro-N-(3,5-dimethyltricyclo[3.3.1.13,7]dec-1-yl)benzenesulfonamide ClC1=C(C=CC=C1Cl)S(=O)(=O)NC12CC3(CC(CC(C1)C3)(C2)C)C